(2R)-2-({[(9H-fluoren-9-yl)methoxy]carbonyl}amino)-3-phenylpropanoic acid C1=CC=CC=2C3=CC=CC=C3C(C12)COC(=O)N[C@@H](C(=O)O)CC1=CC=CC=C1